(5-iodo-1-methyl-6-oxo-1,6-dihydropyrimidin-2-yl)-1,3-dihydrospiro[indene-2,4'-piperidine] IC1=CN=C(N(C1=O)C)N1CCC2(CC1)CC1=CC=CC=C1C2